6-Chloro-N-((1R,3R)-4-(3-chloro-4-cyanophenoxy)cyclohexyl)pyridazine-3-carboxamide ClC1=CC=C(N=N1)C(=O)NC1CCC(CC1)OC1=CC(=C(C=C1)C#N)Cl